3-(difluoromethyl)-1-(1-hydroxypropan-2-yl)-5-(4-methoxybenzyl)-1,5-dihydro-4H-pyrrolo[2,3-d]pyridazin-4-one FC(C1=CN(C=2C=NN(C(C21)=O)CC2=CC=C(C=C2)OC)C(CO)C)F